F[P-](F)(F)(F)(F)F.OCCN1CN(C=C1)CCCCCC 1-(2'-hydroxyethyl)-3-hexyl-imidazole hexafluorophosphate